O1[C@@H](COCC1)CNC(=O)C1=C(C2=C(C=CC3=CN(N=C23)C[C@@H]2OCCOC2)O1)C(F)(F)F N-{[(2R)-1,4-dioxan-2-yl]methyl}-2-{[(2S)-1,4-dioxan-2-yl]methyl}-8-(trifluoromethyl)-2H-furo[2,3-g]indazole-7-carboxamide